2-methyl-5-(3-(difluoromethoxy)phenyl)-N-(3-(2-methyl-2-aminopropyl)-1,2,4-thiadiazol-5-yl)furan-3-carboxamide CC=1OC(=CC1C(=O)NC1=NC(=NS1)CC(C)(N)C)C1=CC(=CC=C1)OC(F)F